2-[2-[[3-chloro-5-fluoro-6-[3-methyl-2,6-dioxo-4-trifluoromethylpyrimidin-1-yl]-2-pyridinyl]oxy]phenoxy]-N-methylsulfonylacetamide ClC=1C(=NC(=C(C1)F)N1C(N(C(=CC1=O)C(F)(F)F)C)=O)OC1=C(OCC(=O)NS(=O)(=O)C)C=CC=C1